NCC[Si](OCCCCCCCCCCCCCCCCCC)(OCCCCCCCCCCCCCCCCCC)OCCCCCCCCCCCCCCCCCC 2-Aminoethyl(trioctadecanoxysilan)